OCC1=CSC=2C1=NC(=CC2C(F)(F)F)N2CCN(CC2)CC(=O)NC(C)C 2-(4-(3-(hydroxymethyl)-7-(trifluoromethyl)thieno[3,2-b]pyridin-5-yl)piperazin-1-yl)-N-isopropylacetamide